2-(2-(3-bromo-2-hydroxyphenyl)hydrazino)-3-oxobutyric acid ethyl ester C(C)OC(C(C(C)=O)NNC1=C(C(=CC=C1)Br)O)=O